8,14-dioxa-23-thia-4,10,19,20-tetraazatetracyclo[13.5.2.12,5.018,21]tricosa-1(20),2,4,15(22),16,18(21)-hexaen-9-one C=12C3=CN=C(CCOC(NCCCOC=4C=CC(NN1)=C2C4)=O)S3